S(N)(=O)(=O)C1=CC=C(S1)B(O)O 5-SULFAMOYLTHIOPHEN-2-YLBORONIC ACID